CC1=C(C=CC(=C1)C)S(=O)(=O)[N+]#[C-] (isocyano) methyl-4-methylphenyl sulfone